2-(4-amino-5-(4-fluoroindolin-5-yl)-7H-pyrrolo[2,3-d]pyrimidin-7-yl)ethan-1-ol NC=1C2=C(N=CN1)N(C=C2C=2C(=C1CCNC1=CC2)F)CCO